4-(6-((4-cyano-2-methylbenzofuran-7-yl)methoxy)pyridin-2-yl)piperidine C(#N)C1=CC=C(C2=C1C=C(O2)C)COC2=CC=CC(=N2)C2CCNCC2